COC1=CC=C(C=C1)C(OC[C@@]1(COC[C@@H](O1)N1C2=NC=NC(=C2N=C1)N)CO[Si](C(C)C)(C(C)C)C(C)C)(C1=CC=CC=C1)C1=CC=C(C=C1)OC 9-[(2R,6S)-6-[[bis(4-methoxyphenyl)-phenyl-methoxy]methyl]-6-(triisopropylsiloxy-methyl)-1,4-dioxan-2-yl]purin-6-amine